tri(tetramethylhydroxypiperidinol) citrate C(CC(O)(C(=O)O)CC(=O)O)(=O)O.CC1C(C(N(CC1)O)(O)C)(C)C.CC1C(C(N(CC1)O)(O)C)(C)C.CC1C(C(N(CC1)O)(O)C)(C)C